Cl.FC1(CCC(CC1)N)F 4,4-difluoro-cyclohexylamine hydrochloride